NCC1=CC(=C(C(=C1)C)NC(=O)C1=CC2=C(OCCC3=C2SC=C3)C=C1C=1C(=NC(=CC1)C(NC1CC(C1)CO)=O)C(=O)O)C 3-(9-((4-(aminomethyl)-2,6-dimethylphenyl)carbamoyl)-4,5-dihydrobenzo[b]thieno[2,3-d]oxepin-8-yl)-6-((3-(hydroxymethyl)cyclobutyl)carbamoyl)picolinic acid